(S)-azetidin-3-yl-(3-methyl-4-(5-(trifluoromethyl)pyrimidin-2-yl)piperazin-1-yl)methanone hydrochloride Cl.N1CC(C1)C(=O)N1C[C@@H](N(CC1)C1=NC=C(C=N1)C(F)(F)F)C